NC=1C=C(C=CC1C(=O)O)CCC1=CC(=C(C=C1)C(=O)O)N 1,2-bis(3-amino-4-carboxyphenyl)ethane